2'-(5-tert-butyl-1H-1,3-benzodiazol-2-yl)-5'-methyl-4-{[(1R)-1-phenylbutyl]carbamoyl}-[1,1-biphenyl]-2-carboxylic acid C(C)(C)(C)C1=CC2=C(NC(=N2)C2=C(C=C(C=C2)C)C=2C(=CC(=CC2)C(N[C@H](CCC)C2=CC=CC=C2)=O)C(=O)O)C=C1